((tert-butyldimethylsilyl)oxy)-1-((4S,5S)-2,2-dimethyl-5-(2-methylprop-1-en-1-yl)-1,3-dioxolan-4-yl)ethan-1-one [Si](C)(C)(C(C)(C)C)OCC(=O)[C@H]1OC(O[C@H]1C=C(C)C)(C)C